C(C1=CC=CC=C1)OCCOCCOCCN(C(=O)[C@@H]1CN(CCC1)C1=CN=CC2=CC=CC=C12)C=1C=CC(N(C1)CC(=O)OCC)=O Ethyl (S)-2-(5-(N-(2-(2-(2-(benzyloxy)ethoxy)ethoxy)ethyl)-1-(isoquinolin-4-yl)piperidine-3-carboxamido)-2-oxopyridin-1(2H)-yl)acetate